BrCCCCOC=1C(=C(C2=CC3=CC4=CC=CC=C4C=C3C=C2C1)C#N)C1=CC=NN1C1OCCCC1 (4-bromobutoxy)-2-(1-(tetrahydro-2H-pyran-2-yl)-1H-pyrazol-5-yl)-1-naphthacene-nitrile